ClC1=CC=C(C=C1)S(=O)(=O)NC(C1=C(C=CC=C1)C)=O N-(4-chlorobenzenesulfonyl)-2-methylbenzamide